((6-((5S,6S)-5-(hydroxymethyl)-5,6-dimethyl-2-((3-methyl-4-(4-methylpiperazin-1-yl)phenyl)amino)-5,6-dihydro-7H-pyrrolo[2,3-d]pyrimidin-7-yl)pyridin-2-yl)imino)dimethyl-λ6-sulfanone OC[C@@]1([C@@H](N(C=2N=C(N=CC21)NC2=CC(=C(C=C2)N2CCN(CC2)C)C)C2=CC=CC(=N2)N=S(=O)(C)C)C)C